C(#N)C=1C(=C2C(N(CC2=CC1)C1C(NC(CC1)=O)=O)=O)NC(C)=O N-(5-cyano-2-(2,6-dioxopiperidin-3-yl)-3-oxoisoindolin-4-yl)acetamide